6-acetyl-2-[[5-[4-[6-[[tert-butyl(dimethyl)silyl]oxymethyl]-3-pyridyl]piperazin-1-yl]-2-pyridyl]amino]-8-cyclopentyl-5-methyl-pyrido[2,3-d]pyrimidin-7-one C(C)(=O)C1=C(C2=C(N=C(N=C2)NC2=NC=C(C=C2)N2CCN(CC2)C=2C=NC(=CC2)CO[Si](C)(C)C(C)(C)C)N(C1=O)C1CCCC1)C